9-isopropyl-7,10-dioxo-N-(pyridin-4-yl)-6-(4-(trifluoromethyl)benzyl)-2,6,9-triazaspiro[4.5]decane-2-carboxamide C(C)(C)N1CC(N(C2(CCN(C2)C(=O)NC2=CC=NC=C2)C1=O)CC1=CC=C(C=C1)C(F)(F)F)=O